2,5,8,11,14,17,20,23,26,29,32,35-dodecaoxaoctatriacontane-38-amide COCCOCCOCCOCCOCCOCCOCCOCCOCCOCCOCCOCCC(=O)N